C(C)(C)(C)[C@@H]1CC=2C=C3C(=NC2CC1)SC(=C3)C(=O)N[C@H](CC[NH+]3CCCCC3)C3=CC=C(C=C3)C3=CNC(C=C3)=O |r| rac-(6S)-6-tert-butyl-N-[rac-(1R)-1-[4-(6-oxo-1H-pyridin-3-yl)phenyl]-3-piperidin-1-ium-1-yl-propyl]-5,6,7,8-tetrahydrothieno[2,3-b]quinoline-2-carboxamide